CC(C(C#C[Si](C)(C)C)=O)(C)C 4,4-dimethyl-1-(trimethylsilyl)pent-1-yn-3-one